9,11-hexadecadiene CCCCCCCCC=CC=CCCCC